COC=1C2=C(N=CN1)C=CN2C2=CC=C(C=C2)OC2=CC=CC=C2 4-Methoxy-5-(4-phenoxyphenyl)-5H-pyrrolo[3,2-d]pyrimidine